(4-(N-((1,2,3,5,6,7-hexahydro-s-indacen-4-yl)carbamoyl)sulfamoyl)-2-hydroxyphenylmethyl)boronic acid C1CCC2=C(C=3CCCC3C=C12)NC(=O)NS(=O)(=O)C1=CC(=C(C=C1)CB(O)O)O